(6S)-4-chloro-2,3,6,9-tetramethyl-6H-thieno[3,2-f][1,2,4]triazolo[4,3-a][1,4]diazepin ClC1=N[C@H](C=2N(C3=C1C(=C(S3)C)C)C(=NN2)C)C